OC(C)C1=CC=C(O[C@H]2[C@@H](C2)C(=O)OCC)C=C1 Ethyl (1R,2R)-2-(4-(1-hydroxyethyl)phenoxy)cyclopropane-1-carboxylate